C(CCCCCC(C)(C)C)(=O)[O-].[Bi+3].C(CCCCCC(C)(C)C)(=O)[O-].C(CCCCCC(C)(C)C)(=O)[O-] bismuth (III) neodecanoate